C1(CCC1)OC1=NC=2N(C=C1C(=O)OC)C=C(N2)C21COC(C2)(C1)C Methyl 7-cyclobutoxy-2-(1-methyl-2-oxabicyclo[2.1.1]hexan-4-yl)imidazo[1,2-a]pyrimidine-6-carboxylate